N-(5-phenyl-1,3,4-thiadiazol-2-yl)-2-((4-oxo-1-phenyl-4,5-dihydro-1H-pyrazolo[3,4-d]pyrimidin-6-yl)thio)acetamide C1(=CC=CC=C1)C1=NN=C(S1)NC(CSC=1NC(C2=C(N1)N(N=C2)C2=CC=CC=C2)=O)=O